COC(C1=CC=C(C=C1)N(C(C)=O)O)=O.S(=O)(=O)(OC)O O-methyl sulfate methyl-4-(N-hydroxyacetamido)benzoate